C1(CC1)CNC(COC1=C(C=CC(=C1)OC)C=O)=O N-(CYCLOPROPYLMETHYL)-2-(2-FORMYL-5-METHOXYPHENOXY)ACETAMIDE